N1N=CC2=CC(=CC=C12)NC1=NC(=NC=C1)C1=CC=C2C=C(NC2=C1)C(=O)N1CCC2(CC1)CCNCC2 (6-(4-((1H-indazol-5-yl)amino)pyrimidin-2-yl)-1H-indol-2-yl)(3,9-diazaspiro[5.5]undecan-3-yl)methanone